C(#N)NC1CC(C1)C(=O)NC=1SC(=CN1)[C@H]1[C@@H](CCCC1)C(F)(F)F (1r,3r)-3-(cyanoamino)-N-{5-[(1R,2R)-2-(trifluoromethyl)cyclohexyl]-1,3-thiazol-2-yl}cyclobutane-1-carboxamide